N1(CCNCC1)CC1=CC=C(C=C1)NC(OCC1=CC=C(C=C1)Cl)=O (4-chlorophenyl)methyl N-[4-(piperazin-1-ylmethyl)phenyl]carbamate